tert-butyl N-[(2S)-1-hydroxy-4-(2H3)methoxybutan-2-yl]carbamate OC[C@H](CCOC([2H])([2H])[2H])NC(OC(C)(C)C)=O